C(C#CC)C1=C(N=C(S1)C1=CC=C(C=C1)OCC)C(=O)O.N[C@@H](CCC(N)=O)C(=O)N[C@@H](CCC(N)=O)C(=O)O glutaminyl-glutamine But-2-yn-1-yl-2-(4-ethoxyphenyl)thiazole-4-carboxylate